C(C1=CC=CC=C1)NC N-Benzylmethanamin